N[C@@H]1CC[C@@H](N(C1)C(=O)C1=CC2=C(N(C(=N2)C2=CC=3C(=NC(=CC3)C(=O)NC)N2CC2CC2)C)C(=C1)OC)C 2-(5-((2S,5R)-5-amino-2-methylpiperidine-1-carbonyl)-7-methoxy-1-methyl-1H-benzo[d]imidazol-2-yl)-1-(cyclopropylmethyl)-N-methyl-1H-pyrrolo[2,3-b]pyridine-6-carboxamide